CC(CCO)C=CC(C)C 3,6-dimethylhept-4-en-1-ol